2-[4-[6-[3-(5-chloro-2,4-difluoro-phenyl)-1H-pyrazol-4-yl]-1,5-naphthyridin-3-yl]piperazin-1-yl]ethanamine ClC=1C(=CC(=C(C1)C1=NNC=C1C=1N=C2C=C(C=NC2=CC1)N1CCN(CC1)CCN)F)F